tert-butyl 4-(3-(4-(((5-fluoro-4-oxo-2-(((tetrahydro-2H-pyran-4-yl)thio)methyl)-3,4-dihydroquinazolin-7-yl)oxy)methyl)piperidin-1-yl)azetidin-1-yl)piperidine-1-carboxylate FC1=C2C(NC(=NC2=CC(=C1)OCC1CCN(CC1)C1CN(C1)C1CCN(CC1)C(=O)OC(C)(C)C)CSC1CCOCC1)=O